3,4-Dimethoxybicyclo[4.2.0]octa-1,3,5-triene COC=1C=C2CCC2=CC1OC